1-Bromo-4-(trifluoromethoxy)benzene BrC1=CC=C(C=C1)OC(F)(F)F